1-[(2-chloro-4-fluorophenyl)methyl]-6-(trifluoromethyl)indazole-3-carboxylic acid ClC1=C(C=CC(=C1)F)CN1N=C(C2=CC=C(C=C12)C(F)(F)F)C(=O)O